C(C)(C)(C)OC(=O)N1CCC(CC1)N1CC(C1)C#CC1=C(C2=C(N=CN=C2N)N1C)Br tert-butyl-4-(3-((4-amino-5-bromo-7-methyl-7H-pyrrolo[2,3-d]pyrimidin-6-yl)ethynyl)azetidin-1-yl)piperidine-1-carboxylate